C(CCC(=O)C)(=O)N[C@@H]1C(O)O[C@@H]([C@H]([C@@H]1O)O)CO N-Levulinoyl-mannosamine